NC1CC(C1)C(=O)N1CCN(CC1)C(=O)C1=C(C=C(C=C1)NC(=O)C=1N(C(=CN1)C1=C(C(=C(C=C1)OC)F)F)C)Cl N-[4-[4-(3-aminocyclobutanecarbonyl)piperazine-1-carbonyl]-3-chloro-phenyl]-5-(2,3-difluoro-4-methoxy-phenyl)-1-methyl-imidazole-2-carboxamide